L-glutamic acid (L-glutamate) N[C@@H](CCC(=O)O)C(=O)O.N[C@@H](CCC(=O)O)C(=O)O